((7R)-7-amino-2-azabicyclo[2.2.1]hept-2-yl)(2-(1-(cyclopropylmethyl)-1H-indol-2-yl)-4-methoxy-3-methylbenzofuran-6-yl)methanone N[C@H]1C2N(CC1CC2)C(=O)C2=CC1=C(C(=C(O1)C=1N(C3=CC=CC=C3C1)CC1CC1)C)C(=C2)OC